Methyl 2-(1,9-diazatricyclo[6.3.1.04,12]dodeca-2,4(12),5,7-tetraen-2-yl)-7-methoxy-1-methyl-benzimidazole-5-carboxylate N12C(=CC=3C=CC=C(NCC1)C23)C2=NC3=C(N2C)C(=CC(=C3)C(=O)OC)OC